CC[C@@]12C=CC[C@H]1[C@@H]1CC[C@H]3CC(=O)CC[C@]3(C)[C@H]1CC2 methyl-androstenone